5-Methyl-1H-benzotriazole CC1=CC2=C(NN=N2)C=C1